4-[[6-[2,6-difluoro-3-[[(3R)-3-fluoropyrrolidin-1-yl]sulfonylamino]phenyl]-8-methyl-7-oxopyrido[2,3-d]pyrimidin-2-yl]amino]butanoic acid tert-butyl ester C(C)(C)(C)OC(CCCNC=1N=CC2=C(N1)N(C(C(=C2)C2=C(C(=CC=C2F)NS(=O)(=O)N2C[C@@H](CC2)F)F)=O)C)=O